(methyl-(2-(methylamino)ethyl)amino)methanol CN(CCNC)CO